C1(CC1)C=1C=C(C=2N(C1)C=C(N2)CN2N=NC(=C2)C(=O)NCC2=NC=CC(=C2F)OC)CCO 1-((6-cyclopropyl-8-(2-hydroxyethyl)imidazo[1,2-a]pyridin-2-yl)methyl)-N-((3-fluoro-4-methoxypyridin-2-yl)methyl)-1H-1,2,3-triazole-4-carboxamide